2-[1-[[1-(5-bromo-3-fluoro-2-pyridinyl)-4-piperidinyl]oxycarbonyl]-4-piperidinyl]-6-isopropoxy-indazole-5-carboxylic acid BrC=1C=C(C(=NC1)N1CCC(CC1)OC(=O)N1CCC(CC1)N1N=C2C=C(C(=CC2=C1)C(=O)O)OC(C)C)F